OC1CCN(CC1)C=1C=CC(=NC1)NC=1C=CC(=C2C(NC(C12)=O)C)C1=C2C(=NC=C1)N(C=C2)C 7-((5-(4-hydroxypiperidin-1-yl)pyridin-2-yl)amino)-3-methyl-4-(1-methyl-1H-pyrrolo[2,3-b]pyridin-4-yl)isoindolin-1-one